FC1=CC=2[C@](C3=C(NC2N=C1)CC(CC3=O)(C)C)(C3=CC=CC=C3)C (5R)-3-fluoro-5,8,8-trimethyl-5-phenyl-9,10-dihydro-7H-benzo[b][1,8]naphthyridin-6-one